FC1CN(C1)C(CN1N=C(C2=NC=C(C=C21)C=2SC(=CC2)C(F)(F)F)F)=O 1-(3-Fluoroazetidin-1-yl)-2-[3-fluoro-6-[5-(trifluoromethyl)-2-thienyl]pyrazolo[4,3-b]pyridin-1-yl]ethanone